tert-Butyl (R)-4-(3-bromophenyl)-3-methylpiperazine-1-carboxylate BrC=1C=C(C=CC1)N1[C@@H](CN(CC1)C(=O)OC(C)(C)C)C